(((1R,2S)-2-fluorocyclopropyl)amino)nicotinate F[C@@H]1[C@@H](C1)NC1=C(C(=O)[O-])C=CC=N1